dimethyl 2-nitro-pentadecanedioate [N+](=O)([O-])C(C(=O)OC)CCCCCCCCCCCCC(=O)OC